1,1,1,3,3,3-hexadeuteriopropan-2-one [2H]C(C(C([2H])([2H])[2H])=O)([2H])[2H]